di-tert-butyldiazinone C(C)(C)(C)C(OP(=S)(OC(C)C(C)(C)C)OC1=NC(=NC(=C1)C)C(C)C)C